5-((4-(chlorodifluoromethoxy)phenyl)carbamoyl)-1-isopropyl-7-(pyrimidin-5-yl)indoline-2-carboxylic acid ClC(OC1=CC=C(C=C1)NC(=O)C=1C=C2CC(N(C2=C(C1)C=1C=NC=NC1)C(C)C)C(=O)O)(F)F